N5-((R)-1-carboxy-2-mercaptoethyl)-L-glutamine C(=O)(O)[C@H](CS)NC(CC[C@H](N)C(=O)O)=O